2,14-diazahexadecan CNCCCCCCCCCCCNCC